6-[(5S)-5-[2-[[(6S)-4-fluoro-1-methyl-6,7-dihydro-5H-cyclopenta[c]pyridin-6-yl]methylamino]ethyl]-2-oxo-1,3-oxazolidin-3-yl]-4H-pyrazino[2,3-b][1,4]oxazin-3-one FC=1C2=C(C(=NC1)C)C[C@@H](C2)CNCC[C@H]2CN(C(O2)=O)C2=NC1=C(OCC(N1)=O)N=C2